2-Methyl-4-(1-methyl-1H-benzo[d]imidazol-2-yl)aniline 9,4b-(epiminoethano)phenanthren-4-yl-2-(3,4-dichlorophenyl)acetate C1=CC=C(C=2C34CC=CC=C3C(=CC12)NCC4)OC(CC4=CC(=C(C=C4)Cl)Cl)=O.CC4=C(N)C=CC(=C4)C4=NC1=C(N4C)C=CC=C1